C[C@H]1O[C@H](CN(C1)C1=CC(=C(C=N1)NC1CC2(C1)CC(C2)N)OC)C N2-(6-((2R,6S)-2,6-dimethylmorpholino)-4-methoxypyridin-3-yl)spiro[3.3]heptane-2,6-diamine